4,7-Dichloro-6-fluoro-1-(2-isopropyl-4-(methylthio)pyridin-3-yl)pyrido[2,3-d]pyrimidine ClC=1C2=C(N(CN1)C=1C(=NC=CC1SC)C(C)C)N=C(C(=C2)F)Cl